cesium naphthalenetrisulfonate Francium naphthalenetrisulfonate C1(=C(C(=CC2=CC=CC=C12)S(=O)(=O)O)S(=O)(=O)[O-])S(=O)(=O)[O-].[Fr+].C1(=C(C(=CC2=CC=CC=C12)S(=O)(=O)O)S(=O)(=O)O)S(=O)(=O)O.[Cs+]